NC1=NC=NC2=C(C=CC=C12)C=1C=NN(C1)C=1C=C(C(=O)NC2=C(C(=CC=C2)Cl)F)C=CC1C 3-(4-(4-Aminoquinazolin-8-yl)-1H-pyrazol-1-yl)-N-(3-chloro-2-fluorophenyl)-4-methylbenzamide